ClC1=C(C=C(C=C1)F)NC1=C(C=C(S1)C(=O)NC)NC(C1=CC(=CC(=C1)C(F)(F)F)F)=O 5-((2-chloro-5-fluorophenyl)amino)-4-(3-fluoro-5-(trifluoromethyl)benzamido)-N-methylthiophene-2-carboxamide